C(C)(C)(C)N(C(=O)OC1=CC2=CC=C(C(=C2C(=C1)C1=C(C=C2C(=NC(=NC2=C1F)F)N1CCOCC2(CCO2)C1)F)CC)F)C1C(N(CC1)C(C)(C)C)=O 5-ethyl-6-fluoro-4-(2,6,8-trifluoro-4-(1,6-dioxa-9-azaspiro[3.6]dec-9-yl)quinazolin-7-yl)naphthalene-2-ol tert-butyl-(1-(tert-butyl)-2-oxopyrrolidin-3-yl)carbamate